CC1(CCC=2C(\C(\C3=CC=CC=C3C2C1)=N/[C@@H](C(C)C)C(=O)O)=O)C N-[(9Z)-3,3-dimethyl-10-oxo-1,2,3,4,9,10-hexahydrophenanthren-9-ylidene]-L-valine